C(C)S(=O)(=O)NC1=CC=C(C=C1)C1=NNC(=C1C(=O)N)NC1=NC=CN=C1 3-(4-(ethylsulfonamido)phenyl)-5-(pyrazin-2-ylamino)-1H-pyrazole-4-carboxamide